C1(=CC=CC=2OC3=C(C21)C=CC=C3)OB(O)O dibenzofuran-1-yl-boric acid